(2S)-2-{[(benzyloxy)carbonyl]amino}-4-oxobutanoic acid benzyl ester C(C1=CC=CC=C1)OC([C@H](CC=O)NC(=O)OCC1=CC=CC=C1)=O